FC([C@@](C(=O)N[C@H]1[C@H]2CC[C@@H]([C@@H]1C(C)C)C2)(C2=CC=CC=C2)OC)(F)F (S)-3,3,3-trifluoro-N-((1S,2S,3S,4R)-3-isopropylbicyclo[2.2.1]heptan-2-yl)-2-methoxy-2-phenylpropanamide